BrC=1C=C(C=C2C=CC(=C(C12)C#C[Si](C(C)C)(C(C)C)C(C)C)F)OCOC ((8-bromo-2-fluoro-6-(methoxymethoxy)naphthalen-1-yl)ethynyl)triisopropylsilane